(S)-quinuclidin-3-yl((R)-7-fluoro-6-(3-isobutoxyphenyl)-2,2-dimethyl-1,2,3,4-tetrahydronaphthalen-1-yl) carbamate C(N)(O[C@@]1(C(CCC2=CC(=C(C=C12)F)C1=CC(=CC=C1)OCC(C)C)(C)C)[C@@H]1CN2CCC1CC2)=O